ClC1=CC=C(C=C1)C1=N[C@H](C=2N(C3=C1C(=C(S3)C)C)C(=NN2)C)CC(=O)NC2=CC=C(C=C2)CCCOCCOCCOCCOCCOCCC(=O)OC(C)(C)C tert-butyl (S)-19-(4-(2-(4-(4-chlorophenyl)-2,3,9-trimethyl-6H-thieno[3,2-f][1,2,4]triazolo[4,3-a][1,4]diazepin-6-yl)acetamido)phenyl)-4,7,10,13,16-pentaoxanonadecanoate